CC(CCCC)C1=C(C=C(O)C(=C1)C(CCCC)C)O 4,6-Bis(1-methylpentyl)resorcinol